C(C)(C)(C)[Si](C)(C)O[C@@H]([C@H](CI)OCCC1=CC=CC=C1)C1=CC(=C(C(=C1)OC)C)OC tert-butyl-[(1R,2R)-1-(3,5-dimethoxy-4-methyl-phenyl)-3-iodo-2-(2-phenylethoxy)propoxy]-dimethyl-silane